7-(3-((2R,6S)-2,6-dimethylmorpholino)-7,8-dihydro-1,6-naphthyridin-6(5H)-yl)-2,8,9-trimethyl-4H-pyrimido[1,2-b]pyridazin-4-one C[C@H]1O[C@H](CN(C1)C=1C=NC=2CCN(CC2C1)C=1C(=C(C=2N(N1)C(C=C(N2)C)=O)C)C)C